CC1=CC=C(C=C1)\C=C\C(=O)C1=C(C(=C(C=C1)OC)CNCC1=CC=CC=C1)O 4-methyl-2'-hydroxy-4'-methoxy-3'-benzylaminomethyl-chalcone